N1=NC12CCC(CC2)C(=O)O 1,2-diazaspiro[2.5]oct-1-ene-6-carboxylic acid